FC=1C=C2C(=NC1)NC=C2C=2N=C(C1=C(N2)N(C=C1)C(C)C)N[C@@H]1[C@H](C2CCC1CC2)C(=O)O (2S,3S)-3-((2-(5-fluoro-1H-pyrrolo[2,3-b]pyridin-3-yl)-7-isopropyl-7H-pyrrolo[2,3-d]pyrimidin-4-yl)amino)bicyclo[2.2.2]octane-2-carboxylic acid